OC(CCCCC1C(C1CC(=O)[O-])(C)C)C.[Na+] sodium 2-(3-(5-hydroxyhexyl)-2,2-dimethylcyclopropyl)acetate